C(C)(C)(C)OC(N[C@@H]1CC[C@H](CC1)N(C(COCC)=O)C1=NC=C(N=C1)C=1C=NC(=NC1)OC)=O (trans-4-(2-ethoxy-N-(5-(2-methoxypyrimidin-5-yl)pyrazin-2-yl)acetamido)cyclohexyl)carbamic acid tert-butyl ester